6-chloro-N-[(1S)-2-[[(1s)-1-cyano-2-[(3S)-2-oxo-3-piperidyl]ethyl]amino]-1-(cyclopropylmethyl)-2-oxo-ethyl]-1H-indole-2-carboxamide ClC1=CC=C2C=C(NC2=C1)C(=O)N[C@H](C(=O)N[C@@H](C[C@H]1C(NCCC1)=O)C#N)CC1CC1